2-Bromo-4-(Piperazin-1-yl)benzaldehyde BrC1=C(C=O)C=CC(=C1)N1CCNCC1